C(#C)C=1C=NN(C1)COCC[Si](C)(C)C 2-[(4-ethynylpyrazol-1-yl)methoxy]ethyl-trimethylsilane